5-(4-chloro-2-fluorophenyl)-7-((2S)-2-(3-methoxyphenyl)-4-morpholinyl)-2,3-dimethylpyrido[4,3-d]pyrimidin-4(3H)-one ClC1=CC(=C(C=C1)C1=NC(=CC=2N=C(N(C(C21)=O)C)C)N2C[C@@H](OCC2)C2=CC(=CC=C2)OC)F